[Rh-2](Cl)(Cl)(Cl)Cl rhodium(2+) tetrachloride